N[C@H](CC1=CC=2N=C(N=C(C2S1)NCC=1OC=CC1)Cl)C 6-[(2S)-2-aminopropyl]-2-chloro-N-[(furan-2-yl)methyl]thieno[3,2-d]pyrimidin-4-amine